1-benzoyl-1,7-diazaspiro[4.4]nonan-6-one C(C1=CC=CC=C1)(=O)N1CCCC12C(NCC2)=O